1-(3,4-dimethylphenyl)-4-(4-(5-(p-tolyl)-1,2,4-oxadiazol-3-yl)piperidin-1-carbonyl)pyrrolidin-2-one CC=1C=C(C=CC1C)N1C(CC(C1)C(=O)N1CCC(CC1)C1=NOC(=N1)C1=CC=C(C=C1)C)=O